4-iodo-2-methoxy-5-(methoxymethyl)pyridine IC1=CC(=NC=C1COC)OC